Sec-butyliminopyrrolidine C(C)(CC)N=C1NCCC1